vanadium(IV) tetraacetate C(C)(=O)[O-].C(C)(=O)[O-].C(C)(=O)[O-].C(C)(=O)[O-].[V+4]